C(C)OC(CN(C(C(CC(C)C)NC(OCC1C2=CC=CC=C2C=2C=CC=CC12)=O)=O)CC(CC)C)OCC (9H-fluoren-9-yl)methyl (1-((2,2-diethoxyethyl)(2-methylbutyl)amino)-4-methyl-1-oxopentan-2-yl)carbamate